CN1CCN(CC1)O 4-methyl-1-piperazin-ol